1-(3-acetamidopropyl)-5-(2-chloro-4-methylphenyl)-1H-benzo[d]imidazole-7-carboxylic acid C(C)(=O)NCCCN1C=NC2=C1C(=CC(=C2)C2=C(C=C(C=C2)C)Cl)C(=O)O